OC(=O)C(F)(F)F.CN1N=C(C(=C1N1CCC=CC1)[N+](=O)[O-])C (1,3-dimethyl-4-nitro-1H-pyrazol-5-yl)-1,2,3,6-tetrahydropyridine TFA salt